(S)-2-(3-(4-(4-(2-(2-Cyanopyrrolidin-1-yl)-2-oxoethylcarbamoyl)quinolin-6-yl)benzamido)propylamino)acetic acid bis(4-methylbenzenesulfonate) CC1=CC=C(C=C1)S(=O)(=O)O.CC1=CC=C(C=C1)S(=O)(=O)O.C(#N)[C@H]1N(CCC1)C(CNC(=O)C1=CC=NC2=CC=C(C=C12)C1=CC=C(C(=O)NCCCNCC(=O)O)C=C1)=O